COC(CCN1C=CC2=CC(=CC(=C12)C)O)=O 3-(5-hydroxy-7-methyl-1H-indol-1-yl)propionic acid methyl ester